C(C)OC([C@@H](C1=CC=C(C=C1)SCC)N[S@](=O)C(C)(C)C)=O (R)-2-(((R)-tert-butylsulfinyl)amino)-2-(4-(ethylsulfanyl)phenyl)acetic acid ethyl ester